O=C(/C=C/C(=O)OC)C(N1CCCCC1)=O methyl (2E)-4,5-dioxo-5-(piperidin-1-yl)pent-2-enoate